C1(CCC1)N1N=NN=C1C(CC(F)F)N1N=CC(=C1)[N+](=O)[O-] 1-cyclobutyl-5-[3,3-difluoro-1-(4-nitropyrazol-1-yl)propyl]tetrazole